C(C)(C)(C)OC(=O)N1C=C(C=CC(=C1)C)NC(=O)OCC1=CC=CC=C1 Tert-butyl-3-(((benzyloxy) carbonyl) amino)-6-methylazepine-1-carboxylate